5-[2-[5-(aminomethyl)pyridin-2-yl]-5-fluorophenoxy]-N,N,1-trimethylpyrazole-3-amine NCC=1C=CC(=NC1)C1=C(OC2=CC(=NN2C)N(C)C)C=C(C=C1)F